FC1=CC(=NC=C1)N1C=C(C2=C1N=CN=C2N2C[C@H](N(C[C@@H]2C)C(=O)OC(C)(C)C)C)C(F)(F)F tert-butyl (2R,5S)-4-(7-(4-fluoropyridin-2-yl)-5-(trifluoromethyl)-7H-pyrrolo[2,3-d]pyrimidin-4-yl)-2,5-dimethylpiperazine-1-carboxylate